O=C1NC(CCC1N1C(C2=CC=C(C=C2C1=O)NC(OCCCOC1=C(C=C(C=C1C#N)C(C)(C)C1=CC=C(C=C1)OCC1=NC(=NC=C1)SC)Cl)=O)=O)=O 3-(2-chloro-6-cyano-4-(2-(4-((2-(methylthio)pyrimidin-4-yl)methoxy)phenyl)propan-2-yl)phenoxy)propyl (2-(2,6-dioxopiperidin-3-yl)-1,3-dioxoisoindolin-5-yl)carbamate